(1S)-4,6-dichloro-7-methoxy-6'-(trifluoromethyl)spiro[indan-1,3'-indolin]-2'-one ClC1=C2CC[C@@]3(C(NC4=CC(=CC=C34)C(F)(F)F)=O)C2=C(C(=C1)Cl)OC